methyl 2'-chloro-6-cyclopentyl-5'-methoxy-(4,4'-bipyridine)-3-carboxylate ClC1=NC=C(C(=C1)C1=C(C=NC(=C1)C1CCCC1)C(=O)OC)OC